N-[3-[6-(difluoromethoxy)-3,4-dihydro-2H-1,4-benzothiazin-7-yl]-1-[2-(3,6-dihydro-2H-pyridin-1-yl)-2-oxo-ethyl]pyrazol-4-yl]pyrazolo[1,5-a]pyrimidine-3-carboxamide FC(OC=1C(=CC2=C(NCCS2)C1)C1=NN(C=C1NC(=O)C=1C=NN2C1N=CC=C2)CC(=O)N2CCC=CC2)F